O=C([C@H](CCCC)NC(OC(C1=CC=C(C=C1)F)C1(CC1)C1=CC(=CC=C1)Cl)=O)N[C@H](C=O)C[C@H]1C(NCC1)=O (1-(3-chlorophenyl)cyclopropyl)(4-fluorophenyl)methyl ((S)-1-oxo-1-(((S)-1-oxo-3-((S)-2-oxopyrrolidin-3-yl)propan-2-yl)amino)hexan-2-yl)carbamate